C(C)(C)OC1=CC=C(C=C1)C1=CC(=CC(=N1)C(=O)OC(C([2H])([2H])[2H])(C([2H])([2H])[2H])[2H])OC Propan-2-yl-d7 6-(4-isopropoxyphenyl)-4-methoxypicolinate